FC(OC1=CC(=C(C=C1)B(O)O)OC)F [4-(DIFLUOROMETHOXY)-2-METHOXYPHENYL]BORONIC ACID